ClC1=C2C(C(NC2=CC=C1F)=O)(F)F 4-chloro-3,3,5-trifluoroindolin-2-one